C(C1=CC=CC=C1)OC([C@H](C)N1CCN(CC1)C(=O)OCCCC)=O butyl 4-[(2s)-1-(benzyloxy)-1-oxopropan-2-yl]piperazine-1-carboxylate